ClC1=C2C(=NC=C1)C(N(C2(C2=C(C=CC=C2)C)O)CC2=C(C=C(C=C2)OC)OC)=O 4-Chloro-6-(2,4-dimethoxybenzyl)-5-hydroxy-5-(o-tolyl)-5,6-dihydro-7H-pyrrolo[3,4-b]pyridin-7-one